C1(CC1)C=1N=CC2=C3C(=CC(=C2C1)S(NCC(C)C)(=O)=O)[C@@H](C[C@H]3NC=3N=NC(=CC3)C)NC(=O)C=3C=NC=CC3 |r| N-[trans-(7RS,9RS)-3-cyclopropyl-5-(2-methylpropylsulfamoyl)-9-[(6-methylpyridazin-3-yl)amino]-8,9-dihydro-7H-cyclopenta[h]isoquinolin-7-yl]pyridine-3-carboxamide